(R)-β-amino-4-(2-furyl)-butyric acid N[C@@H](CC(=O)O)CC=1OC=CC1